1-butyryl-N-((4-(2-methylbenzamido)naphthalen-1-yl)sulfonyl)piperidine-4-carboxamide C(CCC)(=O)N1CCC(CC1)C(=O)NS(=O)(=O)C1=CC=C(C2=CC=CC=C12)NC(C1=C(C=CC=C1)C)=O